[N+](=O)([O-])C1=CC=C(C[C@H](N)C(=O)O)C=C1 L-4-nitrophenylalanine